methyl (S)-2-(4-(5-amino-3-oxo-4-(((phenylmethyl-d2)sulfonyl)oxy)-2,3-dihydrofuran-2-yl-2-d)phenyl)acetate NC1=C(C([C@](O1)([2H])C1=CC=C(C=C1)CC(=O)OC)=O)OS(=O)(=O)C([2H])([2H])C1=CC=CC=C1